2-(5-bromo-2-(perfluoroethyl)-4-(trifluoromethyl)imidazo[1,2-a][1,8]naphthyridin-8-yl)-1,3,4-oxadiazole BrC1=CC=2N(C=3N=C(C=C(C13)C(F)(F)F)C(C(F)(F)F)(F)F)C=C(N2)C=2OC=NN2